COC(C(CCC(CC#N)OCC1=CC=CC=C1)(C1=CC=CC=C1)C1=CC=CC=C1)=O 5-(benzyloxy)-6-cyano-2,2-diphenylhexanoic acid methyl ester